4-(4-amino-3-chlorophenoxy)-7-methoxy-quinoline-6-carboxamide NC1=C(C=C(OC2=CC=NC3=CC(=C(C=C23)C(=O)N)OC)C=C1)Cl